5-FLUORO-2-METHYL-PHENYLISOCYANIDE FC=1C=CC(=C(C1)[N+]#[C-])C